C(C)N1C=NC=C1CN1C=NC2=C1C=C(C=C2)C(=O)O ((1-ethyl-1H-imidazol-5-yl)methyl)-1H-benzo[d]imidazole-6-carboxylic acid